CC=1C=C(C=NC1)[C@H]1N(OCC1)C(=O)C1CCN(CC1)C1=CC(=NC=N1)C(=O)N (S)-6-(4-(3-(5-methylpyridin-3-yl)isoxazolidine-2-carbonyl)piperidin-1-yl)pyrimidine-4-carboxamide